ClC=1N=C(SC1)C=1N=NN(C1)[C@@H]1[C@H]([C@@H](SC2=C(C=CC(=C2)Cl)C#N)O[C@@H]([C@@H]1O)CO)O 5-chloro-2-cyanophenyl 3-[4-(4-chlorothiazol-2-yl)-1H-1,2,3-triazol-1-yl]-3-deoxy-1-thio-alpha-D-galactopyranoside